(2-cyanocyclopropyl)boronic acid C(#N)C1C(C1)B(O)O